methyl-[2,2'-bipyrazine] CC=1C(=NC=CN1)C1=NC=CN=C1